C(C1=CC=CC=C1)OC=1C=C(C=CC1OC)C1=CC2=C(C=N1)NC(N2C2=CC(=C(C(=C2)OC)OC)OC)=O 6-(3-benzyloxy-4-methoxyphenyl)-1-(3,4,5-trimethoxyphenyl)-1,3-dihydro-2H-imidazo[4,5-c]pyridin-2-one